2-amino-5-oxo-4-(thiophen-2-yl)-4H,5H-pyrano[3,2-c]chromene-3-carbonitrile NC1=C(C(C=2C(OC=3C=CC=CC3C2O1)=O)C=1SC=CC1)C#N